2-(6-{5-chloro-2-[(oxacyclohex-4-yl)amino]pyrimidin-4-yl}-1-oxo-2,3-dihydro-1H-isoindol-2-yl)-N-(1-methylcyclobutyl)acetamide ClC=1C(=NC(=NC1)NC1CCOCC1)C1=CC=C2CN(C(C2=C1)=O)CC(=O)NC1(CCC1)C